1-(5-bromo-2-tetrahydropyran-2-yl-1,2,4-triazol-3-yl)-3-[tert-butyl-(dimethyl)silyl]oxy-3-(2,3,6-trifluorophenyl)propan-1-ol BrC=1N=C(N(N1)C1OCCCC1)C(CC(C1=C(C(=CC=C1F)F)F)O[Si](C)(C)C(C)(C)C)O